N[C@@H](CCC(=O)N(C([C@@H](N)CCC(=O)NCC)=O)CC)C(=O)O theanine (L-γ-glutamyl-ethylamide)